tri(dimethylaminopropyl)hexahydrotriazine tert-butyl-N-methyl-N-(3-oxopropyl)carbamate C(C)(C)(C)OC(N(CCC=O)C)=O.CN(C)CCCN1N(N(CCC1)CCCN(C)C)CCCN(C)C